[N-](S(=O)(=O)C(F)(F)F)S(=O)(=O)C(F)(F)F.CN1C(=[N+](C=C1)CCC)C 1,2-dimethyl-3-propylimidazolium bis(trifluoromethylsulfonyl)imide